1-((6-(1H-1,2,3-triazol-1-yl)pyridin-3-yl)methyl)-4-(3-fluorobicyclo[1.1.1]pentan-1-yl)-1,4-dihydropyrazine-2,3-dione N1(N=NC=C1)C1=CC=C(C=N1)CN1C(C(N(C=C1)C12CC(C1)(C2)F)=O)=O